N-{6-[2-methoxy-4-(methylamino)phenoxy]pyridin-3-yl}-4-phenoxybenzamide COC1=C(OC2=CC=C(C=N2)NC(C2=CC=C(C=C2)OC2=CC=CC=C2)=O)C=CC(=C1)NC